FC1(OC2=C(O1)C=CC(=C2)N(C(=O)C=2C=C(C=CC2)N2N=C(C=1CCCC(C21)OC2=CC=C(C(=O)[O-])C=C2)C(F)(F)F)C)F 4-[[1-[3-[(2,2-difluoro-1,3-benzodioxol-5-yl)-methyl-carbamoyl]phenyl]-3-(trifluoromethyl)-4,5,6,7-tetrahydroindazol-7-yl]oxy]benzoate